1-methylpyrazolo[3,4-d]pyrimidine-6-carboxylic acid CN1N=CC=2C1=NC(=NC2)C(=O)O